C(#N)C1=CC=C(OC=2C3=CC=CC=C3C(=C3C=CC=CC23)C2=CC=C(C=C2)C#N)C=C1 9-(4-cyanophenoxy)-10-(4-cyanophenyl)anthracene